C(C)(=O)N1C[C@@H](CCC1)NCC(C1=CC=CC=C1)C=1C=CC(=C(C1)C=1C(=CC=C(C1F)OCCOC)C#N)Cl 5'-(2-(((R)-1-acetylpiperidin-3-yl)amino)-1-phenylethyl)-2'-chloro-6-fluoro-5-(2-methoxyethoxy)-[1,1'-biphenyl]-2-carbonitrile